C1(CC1)C=1C=C(C=NC1C(F)(F)F)C1=CC(=C2C(=N1)N=C(N2)C=2N=CC(=NC2)N2CCCCC2)N(C)CC2(CCC2)COC 1-(5-{5-[5-Cyclopropyl-6-(trifluoromethyl)pyridin-3-yl]-7-[{[1-(methoxymethyl)cyclobutyl]methyl}(methyl)amino]-1H-imidazo[4,5-b]pyridin-2-yl}pyrazin-2-yl)piperidin